N-methyl-3-[2-[5-(trifluoromethyl)pyrimidin-2-yl]ethynyl]cyclobutanecarboxamide CNC(=O)C1CC(C1)C#CC1=NC=C(C=N1)C(F)(F)F